manganese oxide, chromium salt [Cr+3].[O-2].[Mn+2]